3-[(3-chloro-2-methoxyphenyl)amino]-2-[2-(methylsulfanyl)pyrido[3,2-d]pyrimidin-8-yl]-1H,5H,6H,7H-pyrrolo[3,2-c]pyridin-4-one ClC=1C(=C(C=CC1)NC1=C(NC2=C1C(NCC2)=O)C2=CC=NC1=C2N=C(N=C1)SC)OC